N-(4-(2-chloroacetimidamido)-1-(5,6-difluoro-1H-benzo[d]imidazol-2-yl)butyl)-[1,1'-biphenyl]-4-carboxamide ClCC(NCCCC(C1=NC2=C(N1)C=C(C(=C2)F)F)NC(=O)C2=CC=C(C=C2)C2=CC=CC=C2)=N